4-(2-(5-(methyl-d3)-2-(phenyl-d5)oxazol-4-yl)ethoxy)benzo[b]thiophene-7-carbaldehyde C(C1=C(N=C(O1)C1=C(C(=C(C(=C1[2H])[2H])[2H])[2H])[2H])CCOC1=CC=C(C=2SC=CC21)C=O)([2H])([2H])[2H]